(R)-2-(4-((1-(3-amino-5-(trifluoromethyl)phenyl)ethyl)amino)-2-methyl-8,9-dihydro-7H-cyclopenta[h]quinazolin-6-yl)-2-azaspiro[3.3]heptan-6-ol NC=1C=C(C=C(C1)C(F)(F)F)[C@@H](C)NC1=NC(=NC2=C3C(=C(C=C12)N1CC2(C1)CC(C2)O)CCC3)C